ClC1=C(N=C(NC1=O)C1=CC=NC=C1)N1C[C@H](NCC1)C 5-chloro-4-[(3R)-3-methylpiperazin-1-yl]-2-(4-pyridinyl)-1H-pyrimidin-6-one